(R)-3-((2R,3R)-2-amino-3-hydroxybutoxy)-1-(1-(5-(trifluoromethyl)pyrimidin-2-yl)piperidin-4-yl)pyrrolidin-2-one N[C@H](CO[C@H]1C(N(CC1)C1CCN(CC1)C1=NC=C(C=N1)C(F)(F)F)=O)[C@@H](C)O